4-(2-fluoro-4-methoxythieno[3,2-e]benzofuran-7-yl)-2-methyl-4-oxobutanoic acid FC=1OC2=C(C1)C1=C(C=C2OC)SC(=C1)C(CC(C(=O)O)C)=O